FC1(CCC(CC1)CN1N=CC(=C1C(=O)NC1=CC(=C(C(=O)O)C=C1)F)C(F)(F)F)F 4-{1-[(4,4-difluorocyclohexyl)methyl]-4-(trifluoromethyl)-1H-pyrazole-5-amido}-2-fluorobenzoic acid